rel-1-(5-(difluoromethyl)-1,3,4-thiadiazol-2-yl)-4-((3R,5R)-3-(hydroxymethyl)-5-methylpiperazin-1-yl)-N-(1-methylcyclopropyl)-1H-benzo[d]imidazole-6-sulfonamide FC(C1=NN=C(S1)N1C=NC2=C1C=C(C=C2N2C[C@@H](N[C@@H](C2)C)CO)S(=O)(=O)NC2(CC2)C)F |o1:18,20|